(3R,4R)-1-(5,6-Difluoro-1-((1S)-1-(8-chinolinyl)ethyl)-1H-benzimidazol-2-yl)-4-fluoro-3-piperidinamin FC1=CC2=C(N(C(=N2)N2C[C@H]([C@@H](CC2)F)N)[C@@H](C)C=2C=CC=C3C=CC=NC23)C=C1F